FC1=C(C=C(C=C1)F)C(CC#CC#CC1=C2C(=NC=C1CO)NC=C2)C=2C(N(C=CC2)C)=O 3-(1-(2,5-Difluorophenyl)-6-(5-(hydroxymethyl)-1H-pyrrolo[2,3-b]pyridin-4-yl)hex-3,5-diyn-1-yl)-1-methylpyridin-2(1H)-one